dimethyl-di-(2-hydroxyethyl)ammonium C[N+](CCO)(CCO)C